4-Bromo-7-fluoro-benzofuran-2-carboxylic acid ethyl ester C(C)OC(=O)C=1OC2=C(C1)C(=CC=C2F)Br